(2-(5-(1-(3,5-dichloropyridin-4-yl)ethoxy)-1H-indazol-3-yl)-4,6-dihydropyrrolo[3,4-d]imidazol-5(1H)-yl)(3-hydroxycyclobutyl)methanone ClC=1C=NC=C(C1C(C)OC=1C=C2C(=NNC2=CC1)C1=NC2=C(N1)CN(C2)C(=O)C2CC(C2)O)Cl